C(C)(C)(C)[Si](OC1=C(C(=C(C=O)C(=C1[2H])[2H])[2H])[2H])(C)C 4-((tertiary butyl-dimethylsilyl)oxy)benzaldehyde-2,3,5,6-d4